CS(=O)(=O)CCC(=O)N1CC2=CC(=CC=C2C[C@H]1C(=O)OC)OC1=CC=C(C=C1)C(F)(F)F methyl (S)-2-(3-(methyl-sulfonyl)propanoyl)-7-(4-(trifluoromethyl)-phenoxy)-1,2,3,4-tetra-hydroisoquinoline-3-carboxylate